5-[3-[3-amino-6-(2-hydroxyphenyl)pyridazin-4-yl]-3,8-diazabicyclo[3.2.1]octan-8-yl]pyridine-2-carboxamide NC=1N=NC(=CC1N1CC2CCC(C1)N2C=2C=CC(=NC2)C(=O)N)C2=C(C=CC=C2)O